2-(3,4-Dichlorobenzoyl)-9-(propan-2-yl)-1,2,3,4,8,9-hexahydropyrido[4',3':3,4]pyrazolo[1,5-a]-pyrazin-10(7H)-one ClC=1C=C(C(=O)N2CC=3C(=NN4C3C(N(CC4)C(C)C)=O)CC2)C=CC1Cl